Tert-Butyl 3-[4-[1-(hydroxymethyl)cyclopropyl]phenyl]azetidine-1-carboxylate OCC1(CC1)C1=CC=C(C=C1)C1CN(C1)C(=O)OC(C)(C)C